FC(OC1=CC=C(C=C1)C=1C(C(=CN2C1NC(C=C2)=O)C2=CC1=CN(N=C1C=C2)C)=O)F 9-[4-(difluoromethoxy)phenyl]-7-(2-methyl-2H-indazol-5-yl)-1H-pyrido[1,2-a]pyrimidin-2,8-dione